FC1=C(CBr)C(=C(C(=C1F)C(F)(F)F)F)F 2,3,5,6-tetrafluoro-4-trifluoromethylbenzyl bromide